CC=1SC(=C(N1)C(F)F)C(=O)O 2-methyl-4-difluoromethyl-5-thiazoleformic acid